C(C)(C)(C)OC(C(CC(C)=O)(C)C)=O.C(C=C)(=O)OCCC[Si](OC)(OC)OC 3-(acryloyloxy)propyl-Trimethoxysilane tert-butyl-2,2-dimethyl-4-oxopentanoate